C(C1=CC=CC=C1)NC1=C(C=C(C=C1)S(=O)(=O)NC)C=1N=NN(N1)C 4-(benzylamino)-N-methyl-3-(2-methyltetrazol-5-yl)benzenesulfonamide